tert-butyl (2-fluoro-3-(4,4,5,5-tetramethyl-1,3,2-dioxaborolan-2-yl)phenyl)carbamate FC1=C(C=CC=C1B1OC(C(O1)(C)C)(C)C)NC(OC(C)(C)C)=O